tert-butyl N-[5-[(1S)-1-[[3,5-bis(trifluoromethyl) benzoyl] amino] ethyl]-1-pyrimidin-2-yl-1,2,4-triazol-3-yl]-N-methyl-carbamate FC(C=1C=C(C(=O)N[C@@H](C)C2=NC(=NN2C2=NC=CC=N2)N(C(OC(C)(C)C)=O)C)C=C(C1)C(F)(F)F)(F)F